(Z)-N-(1-(3,6-dibromopyridin-2-yl)-2-(3,5-difluorophenyl)vinyl)acetamide BrC=1C(=NC(=CC1)Br)/C(=C/C1=CC(=CC(=C1)F)F)/NC(C)=O